1-(2-(3-Acetyl-5-(2-methylpyrimidin-5-yl)-1H-indazol-1-yl)acetyl)-N-(2'-chloro-5'-(N,N-dimethylsulfamoyl)-2-fluoro-[1,1'-biphenyl]-3-yl)-4-fluoropyrrolidine-2-carboxamide C(C)(=O)C1=NN(C2=CC=C(C=C12)C=1C=NC(=NC1)C)CC(=O)N1C(CC(C1)F)C(=O)NC=1C(=C(C=CC1)C1=C(C=CC(=C1)S(N(C)C)(=O)=O)Cl)F